((R)-(perfluorophenoxy)(phenoxy)phosphoryl)-L-alanine isopropyl ester C(C)(C)OC([C@@H](N[P@@](=O)(OC1=CC=CC=C1)OC1=C(C(=C(C(=C1F)F)F)F)F)C)=O